4-chloro-2-((1S,2S)-2-hydroxycyclopentyl)-5-methyl-6-(4-(1H-pyrazol-1-yl)benzyl)isoindolin-1-one ClC1=C2CN(C(C2=CC(=C1C)CC1=CC=C(C=C1)N1N=CC=C1)=O)[C@@H]1[C@H](CCC1)O